(R)-2-(4-cyclopropyl-6-methoxypyrimidin-5-yl)-4-(4-(1-ethyl-4-(trifluoromethyl)-1H-imidazol-2-yl)-3-fluorobenzyl)-6-methyl-6,7-dihydro-[1,2,4]triazolo[1,5-a]pyrimidin C1(CC1)C1=NC=NC(=C1C1=NN2C(N(C[C@H](C2)C)CC2=CC(=C(C=C2)C=2N(C=C(N2)C(F)(F)F)CC)F)=N1)OC